[N-](S(=O)(=O)C(F)(F)F)S(=O)(=O)C(F)(F)F.C(CCCCC)N1CC=C(C=C1)C 1-hexyl-4-methylpyridine bistrifluoromethanesulfonimide salt